7-(6-(1-(3,3-difluoro-1-(4-fluorophenyl)propyl)-1H-pyrazol-4-yl)pyridin-2-yl)-8-methyl-[1,2,4]triazolo[1,5-a]pyridin-2-amine FC(CC(C1=CC=C(C=C1)F)N1N=CC(=C1)C1=CC=CC(=N1)C1=C(C=2N(C=C1)N=C(N2)N)C)F